N-(2'-((2-hydroxyethyl)(methyl)amino)-[3,4'-bipyridyl]-6-yl)-2-(p-tolyl)acetamide OCCN(C1=NC=CC(=C1)C=1C=NC(=CC1)NC(CC1=CC=C(C=C1)C)=O)C